C(#C)C1=C2C(=CC(=CC2=CC=C1F)O)C1=C(C=2N=C(N=C(C2C=N1)N1CCOCC(C1)CO)OC[C@]12CCCN2C[C@@H](C1)F)F 5-ethynyl-6-fluoro-4-(8-fluoro-2-(((2R,7aS)-2-fluorohexahydro-1H-pyrrolizin-7a-yl)methoxy)-4-(6-(hydroxymethyl)-1,4-oxazepan-4-yl)pyrido[4,3-d]pyrimidin-7-yl)naphthalen-2-ol